C(C)(C)(C)OC(=O)N(C=1C=CC(=C(C(=O)OCC)C1)N1CCOCC1)CC1=CC(=C(C=C1)OC)F ethyl 5-((tert-butoxycarbonyl) (3-fluoro-4-methoxybenzyl) amino)-2-morpholinobenzoate